4-(6-chloro-3-pyridyl)-N-ethyl-thiazolidin ClC1=CC=C(C=N1)C1N(CSC1)CC